FC=1C=C(C=C(C1)F)CC(=O)NC1=CC(=C(C=C1)N1N=CC(=C1)F)S(N)(=O)=O 2-(3,5-Difluorophenyl)-N-[4-(4-fluoro-1H-pyrazol-1-yl)-3-sulfamoylphenyl]acetamide